(S)-2-amino-3,3,3-trifluoropropan-1-ol N[C@@H](CO)C(F)(F)F